N1(CCC1)S(=O)(=O)C1=CC(=C(C=C1)N1CC(CC1)(F)F)C#C[Si](C)(C)C 1-(4-(azetidin-1-ylsulfonyl)-2-((trimethylsilyl)ethynyl)phenyl)-3,3-difluoropyrrolidine